5-({6-[(4-carbamoyl-3-{4-ethanesulfonamido-3-[(4-fluorophenyl)methoxy]phenyl}-1H-pyrazol-5-yl)amino]pyridin-3-yl}oxy)pentanoic acid C(N)(=O)C=1C(=NNC1NC1=CC=C(C=N1)OCCCCC(=O)O)C1=CC(=C(C=C1)NS(=O)(=O)CC)OCC1=CC=C(C=C1)F